tert-Butyl (6-(1,1-dioxido-4-oxo-1,2,5-thiadiazolidin-2-yl)-5-fluoro-7-hydroxynaphthalen-2-yl)carbamate O=S1(N(CC(N1)=O)C=1C(=C2C=CC(=CC2=CC1O)NC(OC(C)(C)C)=O)F)=O